Imidazo[1,2-b]pyridazin-2-yl-(4-(2-(trifluoromethyl)phenyl)piperidin-1-yl)methanone N=1C(=CN2N=CC=CC21)C(=O)N2CCC(CC2)C2=C(C=CC=C2)C(F)(F)F